((1r,3s)-3-Ethyl-3-hydroxycyclobutyl)(7-((5-methyl-6-(trifluoromethyl)pyridin-2-yl)oxy)-2-azaspiro[3.5]nonan-2-yl)methanon C(C)C1(CC(C1)C(=O)N1CC2(C1)CCC(CC2)OC2=NC(=C(C=C2)C)C(F)(F)F)O